[Cl-].[Cl-].[C@H]1(CC[C@H](CC1)[N+]1(CCCCC1)C)[N+]1(CCCCC1)C trans-1,1'-(1,4-cyclohexandiyl)bis(1-methylpiperidinium) dichloride